3-(3-(difluoromethoxy)phenyl)-N-((3R,4R)-4-(dimethylamino)tetrahydrofuran-3-yl)-1-(5-fluoropyrimidin-2-yl)-1H-pyrrolo[3,2-b]pyridine-6-carboxamide FC(OC=1C=C(C=CC1)C1=CN(C=2C1=NC=C(C2)C(=O)N[C@H]2COC[C@@H]2N(C)C)C2=NC=C(C=N2)F)F